C(C)(C)(C)OC(CC1(CCN(CC1)C1=C(C=C(C=C1)N[C@@H]1C(NC(CC1)=O)=O)F)O)=O 2-[1-[4-[[(3S)-2,6-dioxo-3-piperidyl]amino]-2-fluoro-phenyl]-4-hydroxy-4-piperidyl]acetic acid tert-butyl ester